C(C)C(C(=O)[O-])CCCC.[Co+2].C(C)C(C(=O)[O-])CCCC Cobalt(II) 2-ethylhexanoate